NC1=NC=C(C2=C1C=NN2COCC[Si](C)(C)C)NC(C(N2[C@H](CC[C@@H](C2)C)C=2C=CC1=CN(N=C1C2)CC)=O)=O |r| N-[4-Amino-1-(2-trimethylsilylethoxymethyl)pyrazolo[4,3-c]pyridin-7-yl]-2-oxo-2-[rac-(2R,5S)-2-(2-ethylindazol-6-yl)-5-methyl-1-piperidyl]acetamide